NC1=NC=2C=C(C(=CC2C2=C1C=NN2C)C(=O)N(C)C2COC1=C2C=CC(=C1)C#CC=1C(=NN(C1)C)C)Cl 4-amino-7-chloro-N-(6-((1,3-dimethyl-1H-pyrazol-4-yl)ethynyl)-2,3-dihydrobenzofuran-3-yl)-N,1-dimethyl-1H-pyrazolo[4,3-c]quinoline-8-carboxamide